C(C)(C)OC=1C(=CC2=CN(N=C2C1)C(C)CCOC)C(=O)O 6-isopropoxy-2-(4-methoxybutan-2-yl)-2H-indazole-5-carboxylic acid